C(C=C)C1=CC=C(C(=C1)C=1C(=CC=C(C1)CC=C)O)O 5,5'-diallyl-[1,1'-biphenyl]-2,2'-diol